ethylene glycol terephthalate C(C1=CC=C(C(=O)O)C=C1)(=O)O.C(CO)O